ClC=1C=NN(C1)C1=CC(=NC(=C1)C)C(=O)NC1=NC=C(C=C1)F 4-(4-Chloro-1H-pyrazol-1-yl)-N-(5-fluoropyridin-2-yl)-6-methylpicolinamide